Methyl 3-(4-bromophenoxy)-2-(4-fluoro-2,6-dimethylbenzoyl)benzo[b]thiophene-6-carboxylate BrC1=CC=C(OC=2C3=C(SC2C(C2=C(C=C(C=C2C)F)C)=O)C=C(C=C3)C(=O)OC)C=C1